[C@@H]12[C@@H](C[C@@H](CC1)C2)NC(CN2C(C(=CC=C2)NC([C@H](CCC(C(=O)NC)=O)NC(=O)C2=CC=NN2C)=O)=O)=O (S)-N1-(1-(2-((1R,2R,4S)-Bicyclo[2.2.1]heptan-2-ylamino)-2-oxoethyl)-2-oxo-1,2-dihydropyridin-3-yl)-N6-methyl-2-(1-methyl-1H-pyrazol-5-carboxamido)-5-oxohexandiamid